FC1=C(C=CC(=N1)C(=O)NC)N1CCN(CC1)CC=1C=C2NC(C(=NC2=C(C1)C1=C(C=CC=C1)F)C)=O 6-fluoro-5-(4-((8-(2-fluorophenyl)-2-methyl-3-oxo-3,4-dihydroquinoxalin-6-yl)methyl)piperazin-1-yl)-N-methylpyridineamide